FC(N1C=2C3=CN=C(C(OC(C4=CC(=CC=C4C4=NC=CN4CC2C=N1)F)C)=C3)N)F 3-(difluoromethyl)-16-fluoro-19-methyl-20-oxa-3,4,8,11,23-pentaazapentacyclo[19.3.1.02,6.08,12.013,18]pentacosa-1(24),2(6),4,9,11,13,15,17,21(25),22-decaen-22-amine